N-(1-((1S,3R)-3-(1,1-difluoroethyl)cyclopentyl)-2-oxo-1,2-dihydropyridin-3-yl)-4-((2-hydroxyethyl)sulfonamido)-2-(6-azaspiro[2.5]octan-6-yl)benzamide FC(C)(F)[C@H]1C[C@H](CC1)N1C(C(=CC=C1)NC(C1=C(C=C(C=C1)NS(=O)(=O)CCO)N1CCC2(CC2)CC1)=O)=O